yttrium tridecan laurate C(CCCCCCCCCCC)(=O)[O-].CCCCCCCCCCCCC.[Y+3].C(CCCCCCCCCCC)(=O)[O-].C(CCCCCCCCCCC)(=O)[O-]